NC1=C2C(=NC=N1)N(N=C2C2=CC=C(C=C2)OC2=CC=CC=C2)C2CCN(CC2)CC2CCN(CC2)CCN2CCN(CC2)C=2C=C1C(N(C(C1=CC2)=O)C2C(NC(CC2)=O)=O)=O 5-(4-(2-(4-((4-(4-amino-3-(4-phenoxyphenyl)-1H-pyrazolo[3,4-d]pyrimidin-1-yl)piperidin-1-yl)methyl)piperidin-1-yl)ethyl)piperazin-1-yl)-2-(2,6-dioxopiperidin-3-yl)isoindoline-1,3-dione